BrC=1C=C(C=CC1)C1=NN(C=C1)C=1N=C(C2=C(N1)C=C(O2)C2=NC=CC=C2)N2CCOCC2 2-[3-(3-bromophenyl)pyrazol-1-yl]-4-morpholino-6-(2-pyridyl)furo[3,2-d]pyrimidine